fluorine chlorine ethylene C=C.[Cl].[F]